O=C1NC(CCC1C1=COC2=C1C=C(C=C2)[N-]CCCCCCC(N2CCCCC2)=O)=O N-(3-(2,6-dioxopiperidin-3-yl)benzofuran-5-yl)-7-oxo-7-(piperidin-1-yl)heptylamide